NCCOCCOCCOCCOCCN 1,2-bis[2-(2-aminoethoxy)ethoxy]Ethan